tert-butyl 4-(2-(methylamino)eth-yl)piperidine-1-carboxylate CNCCC1CCN(CC1)C(=O)OC(C)(C)C